N1=CC(=CC=C1)C1NCC=C(C1)C=1C=NC=CC1 3-[2-(3-pyridinyl)-1,2,3,6-tetrahydropyridin-4-yl]Pyridine